NC1=NC2=CC=C(C=C2C=C1C)C(=O)N(CC1=NC=C(C=C1)C(F)(F)F)CC=1SC=C(N1)C 2-amino-3-methyl-N-((4-methyl-1,3-thiazol-2-yl)methyl)-N-((5-(trifluoromethyl)-2-pyridinyl)methyl)-6-quinolinecarboxamide